[Ca+2].C(C=C)OC=1N=C(C=2N=CN([C@H]3[C@H](O)[C@H](O)[C@@H](C(O)C(=O)[O-])O3)C2N1)O.C[C@H]1N(CCOC1)C1=CC(=C2C(=N1)C(=NS2)C2=CC=NN2C2OCCCC2)C2=CC=NN2C.C(C=C)OC=2N=C(C=1N=CN([C@H]3[C@H](O)[C@H](O)[C@@H](C(O)C(=O)[O-])O3)C1N2)O (3R)-3-methyl-4-(7-(1-methyl-1H-pyrazol-5-yl)-3-(1-(tetrahydro-2H-pyran-2-yl)-1H-pyrazol-5-yl)isothiazolo[4,5-b]pyridin-5-yl)morpholine 2-allyloxy-5'-inosinate calcium